C(C1=CC=CC=C1)OC1=C(C=O)C=CC(=C1)OC1COC1 2-(benzyloxy)-4-(oxetan-3-yloxy)benzaldehyde